N-(4-cyano-3-(trifluoromethyl)phenyl)-2-(4-iodo-1H-pyrazol-1-yl)-2-methylpropanamide C(#N)C1=C(C=C(C=C1)NC(C(C)(C)N1N=CC(=C1)I)=O)C(F)(F)F